1-(3-chloro-4-methoxyphenyl)-N-hydroxycyclopropane-1-carboximidamide ClC=1C=C(C=CC1OC)C1(CC1)C(NO)=N